FC(C=1C=C(C=CC1F)N1C=C(C=2[C@@H]([C@@H](CCC12)F)O)C(F)(F)F)F (4S,5R)-1-(3-(difluoromethyl)-4-fluorophenyl)-5-fluoro-3-(trifluoromethyl)-4,5,6,7-tetrahydro-1H-indol-4-ol